C(C)(C)(C)C1=CC=C(C=C1)\C=N\C1=C(C(=O)OCC)C=CC=C1 ethyl 2-{[(1E)-(4-tert-butylphenyl)methylene]amino}benzoate